C(C)OC(C1=CN=C(C(=C1N)C1=C(C(=CC=C1C)OC)C)OC1=CC=CC=C1)=O 4-amino-5-(3-methoxy-2,6-dimethylphenyl)-6-phenoxynicotinic acid ethyl ester